2-(tert-butyl)-N-(2-methyl-4-(3-(3-(N-methylacrylamido)piperidin-1-yl)pyridin-4-yl)benzyl)oxazole-4-carboxamide C(C)(C)(C)C=1OC=C(N1)C(=O)NCC1=C(C=C(C=C1)C1=C(C=NC=C1)N1CC(CCC1)N(C(C=C)=O)C)C